ClC1=CC=C2C(=N1)N(C(=N2)C)CC 5-chloro-3-ethyl-2-methyl-3H-imidazo[4,5-b]pyridine